CC1=C(C=CC=C1)\C(\C(=O)OC)=N/OC methyl (E)-2-methyl-alpha-methoxyiminophenylacetate